methyl 2-((2-(3-((tert-butoxycarbonyl)(6-methoxy-3-nitropyridin-2-yl)amino)prop-1-yn-1-yl)-3,4-difluorophenyl)amino)-5-fluoro-4-(trifluoromethyl)benzoate C(C)(C)(C)OC(=O)N(CC#CC1=C(C=CC(=C1F)F)NC1=C(C(=O)OC)C=C(C(=C1)C(F)(F)F)F)C1=NC(=CC=C1[N+](=O)[O-])OC